Tert-butyl 3-(4-amino-1-oxoisoindolin-2-yl)-2,6-dioxopiperidine-1-carboxylate NC1=C2CN(C(C2=CC=C1)=O)C1C(N(C(CC1)=O)C(=O)OC(C)(C)C)=O